C(C)(C)N1CCC2(C[C@@H]2C(=O)N[C@@H](CCCCCC(CC)=O)C=2OC(=CN2)C=2C(=NC3=CC=CC=C3C2)OC)CC1 (S)-6-isopropyl-N-((S)-1-(5-(2-methoxyquinolin-3-yl)oxazol-2-yl)-7-oxononyl)-6-azaspiro[2.5]octane-1-carboxamide